CC1(C(C=C(C=C1)C)[As](=O)([O-])[O-])B(O)O p-di-methylarsonato-phenylboronic acid